C1(CC1)OC1=NC=NC(=C1C1=CN(C2=NC(=CC=C21)NC(=O)[C@H]2[C@@H](C2)C=O)COCC[Si](C)(C)C)OC Trans-N-[3-(4-cyclopropoxy-6-methoxypyrimidin-5-yl)-1-{[2-(trimethylsilyl)ethoxy]methyl}pyrrolo[2,3-b]pyridin-6-yl]-2-formylcyclopropane-1-carboxamide